tri-n-octylmethylammonium bis(trifluoromethanesulfonyl)imide salt [N-](S(=O)(=O)C(F)(F)F)S(=O)(=O)C(F)(F)F.C(CCCCCCC)[N+](C)(CCCCCCCC)CCCCCCCC